(R)-3-(5-(2-Benzyl-4-(methylsulfonyl)piperazin-1-yl)-3-(methylamino)-1H-pyrazolo[4,3-d]pyrimidin-1-yl)-2,6-difluoro-5-(trifluoromethyl)phenol C(C1=CC=CC=C1)[C@H]1N(CCN(C1)S(=O)(=O)C)C=1N=CC2=C(N1)C(=NN2C=2C(=C(C(=C(C2)C(F)(F)F)F)O)F)NC